CC1(OB(OC1(C)C)\C=C\C1=CC=C(C=C1)C(F)(F)F)C (E)-4,4,5,5-tetramethyl-2-(4-(trifluoromethyl)styryl)-1,3,2-dioxaborolan